C(=O)O.OC1=C(C=CC(=C1)C(F)(F)F)C1=NN=C(C2=CC=CC=C12)N[C@@H]1C[C@H](CNC1)O (3r,5r)-5-({4-[2-hydroxy-4-(trifluoromethyl)phenyl]phthalazin-1-yl}amino)piperidin-3-ol formate salt